CS(=O)(=O)N methansulfonamide